3-(6-chloro-2-fluoro-1-[[2-(trimethylsilyl)ethoxy]methyl]pyrrolo[2,3-b]pyridin-3-yl)-2-methoxypyridine ClC1=CC=C2C(=N1)N(C(=C2C=2C(=NC=CC2)OC)F)COCC[Si](C)(C)C